(1r,4r)-4-(3-chloroanilino)-2'-(3-phenoxypropyl)-2',3'-dihydrospiro[cyclohexane-1,1'-indene]-4-carboxylic acid ClC=1C=C(NC2(CCC3(C(CC4=CC=CC=C34)CCCOC3=CC=CC=C3)CC2)C(=O)O)C=CC1